3,9-bis[1,1-dimethyl-2-[tris(1,2,2,6,6-pentamethyl-4-piperidyloxycarbonyloxy)butylcarbonyloxy]ethyl]-2,4,8,10-tetraoxaspiro[5.5]undecane CC(COC(=O)CCCC(OC(=O)OC1CC(N(C(C1)(C)C)C)(C)C)(OC(=O)OC1CC(N(C(C1)(C)C)C)(C)C)OC(=O)OC1CC(N(C(C1)(C)C)C)(C)C)(C)C1OCC2(CO1)COC(OC2)C(COC(=O)CCCC(OC(=O)OC2CC(N(C(C2)(C)C)C)(C)C)(OC(=O)OC2CC(N(C(C2)(C)C)C)(C)C)OC(=O)OC2CC(N(C(C2)(C)C)C)(C)C)(C)C